C(C)(=O)C1=NC(=CN=C1C)C 2-acetyl-3,6-dimethylpyrazine